4-hydroxy-3,5-thiomorpholinedione ON1C(CSCC1=O)=O